tri(p-cresyl) phosphate P(=O)(OC1=CC=C(C=C1)C)(OC1=CC=C(C=C1)C)OC1=CC=C(C=C1)C